3,5-Bis(3,4-dimethoxybenzylidene)-1-cyclopropylcarbonylpiperidin-4-one COC=1C=C(C=C2CN(CC(C2=O)=CC2=CC(=C(C=C2)OC)OC)C(=O)C2CC2)C=CC1OC